Cl.Cl.C(C)(C)C1=CC=C(C=C1)C=1N=C2N(C=CC=N2)C1 2-(4-isopropylphenyl)imidazo[1,2-a]Pyrimidine dihydrochloride